N-(1''-(3-vinylbenzoyl)dispiro[cyclopropane-1,1'-cyclohexane-4',3''-indolin]-5''-yl)methanesulfonamide C(=C)C=1C=C(C(=O)N2CC3(C4=CC(=CC=C24)NS(=O)(=O)C)CCC2(CC3)CC2)C=CC1